BrC1=CC=CC2=C1CN(CCS2)C(=O)N2CCNCC2 (6-bromo-2,3-dihydrobenzo[f][1,4]thiazepin-4(5H)-yl)(piperazin-1-yl)methanone